O=C1NC(CCC1N1C(C2=CC=CC(=C2C1=O)NCCOCCOCCOCCOCCNC(OC(C)(C)C)=O)=O)=O tert-butyl N-[2-[2-[2-[2-[2-[[2-(2,6-dioxo-3-piperidyl)-1,3-dioxo-isoindolin-4-yl]amino]ethoxy]ethoxy]ethoxy]ethoxy]ethyl]carbamate